C(C)OC(CC1=CC=C(C=C1)N)=O 2-(4-aminophenyl)acetic acid ethyl ester